N[C@@H](C(=O)NC([2H])([2H])C1=C(C(=C(C(=C1[2H])[2H])[2H])[2H])[2H])C (R)-2-amino-N-((phenyl-d5)methyl-d2)propanamide